trans-2-(4-bromophenyl)cyclopentanol BrC1=CC=C(C=C1)[C@H]1[C@@H](CCC1)O